COCCOC1CCC(CC1)N1C=CC2=CC=CC(=C12)C(=O)N ((1r,4r)-4-(2-methoxyethoxy)cyclohexyl)-1H-indole-7-carboxamide